6-(7-(((3R)-3-ethoxy-1-piperidinyl)carbonyl)-2-quinoxalinyl)-2-methyl-1(2H)-isoquinolinone C(C)O[C@H]1CN(CCC1)C(=O)C1=CC=C2N=CC(=NC2=C1)C=1C=C2C=CN(C(C2=CC1)=O)C